NCCCCCCN(S(=O)(=O)C=1C=C(C=CC1OC)NC(=O)C1=CN=C(N1)C1=CC=CC=C1)C1=CC=C(C=C1)Br N-(3-(N-(6-aminohexyl)-N-(4-bromophenyl)sulfamoyl)-4-methoxyphenyl)-2-phenyl-1H-imidazole-5-carboxamide